butene dibromide [Br-].[Br-].C=CCC